octadecyltris(2-biphenylyl)silane C(CCCCCCCCCCCCCCCCC)[Si](C1=C(C=CC=C1)C1=CC=CC=C1)(C1=C(C=CC=C1)C1=CC=CC=C1)C1=C(C=CC=C1)C1=CC=CC=C1